p-toluenemethanesulfonic acid CC1=CC=C(C=C1)CS(=O)(=O)O